N-((4-(4-cyclopropyloxazol-2-yl)bicyclo[2.2.2]octan-1-yl)methyl)-3-(2-cyclopropyloxazol-5-yl)aniline C1(CC1)C=1N=C(OC1)C12CCC(CC1)(CC2)CNC2=CC(=CC=C2)C2=CN=C(O2)C2CC2